CC1=CN(C2=NC=CC(=C21)OC2=CC=C1C[C@@H](N(CC1=C2)C(=O)OC(C)(C)C)C(=O)OC)COCC[Si](C)(C)C 2-(tert-Butyl) 3-methyl (R)-7-((3-methyl-1-((2-(trimethylsilyl)ethoxy)methyl)-1H-pyrrolo[2,3-b]pyridin-4-yl)oxy)-3,4-dihydroisoquinoline-2,3(1H)-dicarboxylate